2-[(2S,3S)-3-aminobutan-2-yl]-5-chloro-N-[(furan-2-yl)methyl]-3-methylthieno[3,2-b]pyridin-7-amine dihydrochloride Cl.Cl.N[C@H]([C@H](C)C1=C(C2=NC(=CC(=C2S1)NCC=1OC=CC1)Cl)C)C